2-amino-4-(3-aminophenyl)but-3-yn-1-yl di-tert-butyl phosphate P(=O)(OCC(C#CC1=CC(=CC=C1)N)N)(OC(C)(C)C)OC(C)(C)C